C(C)(C)(C)OC(=O)N1CC(CC(C1)(C)C)(O)C N-tert-butyloxycarbonyl-3,5,5-trimethyl-3-hydroxypiperidine